Acrylamido-Methylpropansulfonat C(C=C)(=O)NC(CC)(S(=O)(=O)[O-])C